C[SiH](O[Si](C)(C)C)C 1,1,3,3,3-Pentamethyl-disiloxan